tetraethyl 4,4',4'',4'''-(((ethane-1,2-diylbis((4-(ethoxycarbonyl)phenyl)azanediyl)) bis(ethane-2,1-diyl))bis(azanetriyl))tetrabenzoate C(CN(C1=CC=C(C=C1)C(=O)OCC)CCN(C1=CC=C(C(=O)OCC)C=C1)C1=CC=C(C(=O)OCC)C=C1)N(C1=CC=C(C=C1)C(=O)OCC)CCN(C1=CC=C(C(=O)OCC)C=C1)C1=CC=C(C(=O)OCC)C=C1